N-((7-(5-(difluoromethyl)-1,3,4-oxadiazol-2-yl)imidazo[1,2-a]pyridin-2-yl)methyl)-N-phenyl-1-propionylpiperidine-4-sulfonamide FC(C1=NN=C(O1)C1=CC=2N(C=C1)C=C(N2)CN(S(=O)(=O)C2CCN(CC2)C(CC)=O)C2=CC=CC=C2)F